CC1CC(CCCCCCCCCCCC1)=O 3-methyl-cyclopentadecan-1-one